BrC=1C=NC2=CC=CC(=C2C1)CI 3-bromo-5-(iodomethyl)quinoline